1-n-propoxypropene C(CC)OC=CC